(3S)-N-[3-(2-amino-5-fluoroquinazolin-6-yl)-2,4-difluorophenyl]-5-chloro-3-hydroxy-2,3-dihydro-1-benzofuran-7-sulfonamide NC1=NC2=CC=C(C(=C2C=N1)F)C=1C(=C(C=CC1F)NS(=O)(=O)C1=CC(=CC=2[C@@H](COC21)O)Cl)F